2-{[4-(4-methoxypiperidin-1-yl)phenyl]amino}-5H,6H,7H,8H-pyrido[3,4-d]pyrimidine-7-carboxylate COC1CCN(CC1)C1=CC=C(C=C1)NC=1N=CC2=C(N1)CN(CC2)C(=O)[O-]